ClC1=NC(=C(C(=N1)C1=CC2=CC=CC=C2C=C1OC)F)C1=CC=CC=C1 2-chloro-5-fluoro-4-(3-methoxynaphthalen-2-yl)-6-phenylpyrimidine